C(C)OC(=O)C=1N=C(SC1N1CCC(CC1)OCC1=CC=CC=C1)Br [4-(benzyloxy)piperidin-1-yl]-2-bromo-1,3-thiazole-4-carboxylic acid ethyl ester